CN1C=[NH+]C=C1 1-methyl-imidazolium